FC=1C=C(C=CC1)CNC(=O)C=1C(N(C2=CC(=CC=C2C1C)C(F)(F)F)CCCCC)=O N-[(3-Fluorophenyl)-methyl]-4-methyl-2-oxo-1-pentyl-7-(trifluoromethyl)-1H-quinoline-3-carboxylic acid amide